P.P.P.P.[Fe] iron tetraphosphine